ClC1=C(OC=2C=C3C(=CN(C3=CC2)S(=O)(=O)C2=CC=C(C=C2)C)C(=O)OC)C(=CC(=C1)N1N=C(C(NC1=O)=O)C#N)Cl methyl 5-[2,6-dichloro-4-(6-cyano-3,5-dioxo-4H-1,2,4-triazin-2-yl)phenoxy]-1-(4-methylbenzene-sulfonyl)-indole-3-carboxylate